NC=1N(C2=CC(=CC=C2C1SC1=CC=CC(=N1)C(=O)O)Cl)C=1C=NN(C1)CC 6-((2-amino-6-chloro-1-(1-ethyl-1H-pyrazol-4-yl)-1H-indol-3-yl)thio)picolinic acid